ClC1=C(C=C(C=C1)N1CCN(CC1)C(=O)OC(C)(C)C)OCC1=C(C=C(C=C1)Cl)F tert-butyl 4-(4-chloro-3-((4-chloro-2-fluorobenzyl)oxy)phenyl)piperazine-1-carboxylate